CS(=O)(=O)C1=CC=C(C=C1)N[C@H](CO)C(=O)OCC Ethyl (R)-p-methylsulfonylphenylserinate